FC1=CC=CC=2N=C(OC21)C2=CC=C(C=C2)NC(C(C)O)=O N-[4-(7-Fluoro-1,3-benzoxazol-2-yl)phenyl]-2-hydroxypropanamid